FC(C1CC=C(CC1)C=O)(F)F 4-(trifluoromethyl)cyclohex-1-ene-1-carbaldehyde